C1(CCCCC1)[C@@H](C(=O)NC1=NC=C(C=C1)C1=C(C=NN1C)C)NC(OC(C)(C)C)=O tert-butyl (S)-(1-cyclohexyl-2-((5-(1,4-dimethyl-1H-pyrazol-5-yl)pyridin-2-yl)amino)-2-oxoethyl)carbamate